methyl 2,3-dihydrospiro[1-benzopyran-4,2'-[1,3]dioxolane]-7-carboxylate O1C2(OCC1)CCOC1=C2C=CC(=C1)C(=O)OC